(R)-6-(2-aminopropyl)-2-(1-(cyclopropylmethyl)-6-(oxetan-3-yl)-1H-indol-2-yl)-1-methyl-1,6,7,8-tetrahydro-5H-imidazo[4,5-g]isoquinolin-5-one N[C@@H](CN1C(C=2C=C3C(=CC2CC1)N(C(=N3)C=3N(C1=CC(=CC=C1C3)C3COC3)CC3CC3)C)=O)C